CC1(CO[SiH2]O1)C Dimethyl-siloxane-Ethylene oxide